C(C)(C)(C)OC(=O)N1C=C(C2=CC=C(C=C12)C(=O)O)OC 1-(tert-Butoxycarbonyl)-3-methoxy-1H-indole-6-carboxylic acid